(R)-2-(5-(3-aminopiperidine-1-carbonyl)-7-methoxy-1-methyl-1H-benzo[d]imidazol-2-yl)-1-(cyclopropylmethyl)-6-methyl-1,6-dihydro-7H-pyrrolo[2,3-c]pyridin-7-one N[C@H]1CN(CCC1)C(=O)C1=CC2=C(N(C(=N2)C2=CC3=C(C(N(C=C3)C)=O)N2CC2CC2)C)C(=C1)OC